diethyl 2-(3,3,3-trifluoropropyl)propanedioate Diethyl-malonate C(C)C(C(=O)O)(C(=O)O)CC.FC(CCC(C(=O)OCC)C(=O)OCC)(F)F